methyl (R)-3-methoxy-2-((2-oxo-4-(o-tolyl)-2H-chromen-7-yl)oxy)propanoate COC[C@H](C(=O)OC)OC1=CC=C2C(=CC(OC2=C1)=O)C1=C(C=CC=C1)C